pyrrolo[2,1,5-cd]indolizine-5,6-dicarboxylic acid C1=CC=2N3C(C(=C(C=C13)C(=O)O)C(=O)O)=CC2